C(CCCCCCCCCCCCCCCCC)P1OCC2(CO1)COP(OC2)CCCCCCCCCCCCCCCCCC 3,9-bis(octadecyl)-2,4,8,10-tetraoxa-3,9-diphosphaspiro[5.5]undecane